(1r,2S,5S)-N-(4-amino-1-cyclopropyl-3,4-dioxobutan-2-yl)-3-((S)-3-cyclopropyl-2-isobutyrylaminopropionyl)-6,6-dimethyl-3-azabicyclo[3.1.0]hexane-2-carboxamide NC(C(C(CC1CC1)NC(=O)[C@@H]1[C@H]2C([C@H]2CN1C([C@H](CC1CC1)NC(C(C)C)=O)=O)(C)C)=O)=O